O1C(CCCC1)OC(=O)C1=CC=C(C=C)C=C1 p-tetrahydropyranyloxycarbonylstyrene